tert-butyl 8-{[3-({2-[bis(2-hydroxyethyl)amino]ethyl}carbamoyl)pyridin-4-yl]amino}-6-(5-chloro-2-fluorophenyl)-2H,3H,4H-pyrido[3,2-b][1,4]oxazine-4-carboxylate OCCN(CCNC(=O)C=1C=NC=CC1NC1=CC(=NC2=C1OCCN2C(=O)OC(C)(C)C)C2=C(C=CC(=C2)Cl)F)CCO